BrC1=CC(=C2C(=NN=C(C2=C1)N[C@H](C)C=1C(=C(C#N)C=CC1)C)C)F (R)-3-(1-((7-bromo-5-fluoro-4-methylphthalazin-1-yl)amino)ethyl)-2-methylbenzonitrile